[N+](=O)([O-])C1=C(O[C@H]2C[C@H](N(C2)C(=O)OC(C)(C)C)C(=O)OC)C=CC=C1 1-(tert-butyl) 2-methyl (2S,4S)-4-(2-nitrophenoxy)pyrrolidine-1,2-dicarboxylate